ClC=1C=C2C(=CN=C(C2=CN1)N1[C@@H](CC1)C)C(C(=O)OC)C methyl 2-(6-chloro-1-((R)-2-methylazetidin-1-yl)-2,7-naphthyridin-4-yl)propanoate